2-hydroxy-2-(3-(pentafluoro-λ6-sulfaneyl)phenyl)acetic acid OC(C(=O)O)C1=CC(=CC=C1)S(F)(F)(F)(F)F